2-(4-((3-(4-chlorophenyl)-5,5-dimethyl-2-oxoimidazolin-1-yl)methyl)-2,6-dimethylphenoxy)-2-methylpropanoic acid ethyl ester C(C)OC(C(C)(C)OC1=C(C=C(C=C1C)CN1C(N(CC1(C)C)C1=CC=C(C=C1)Cl)=O)C)=O